OC1(CC(C1)C(=O)N1CC2(C1)CCC(CC2)C2=NN(C=C2)C2=CC=CC=C2)C ((1s,3s)-3-hydroxy-3-methylcyclobutyl)(7-(1-phenyl-1H-pyrazol-3-yl)-2-azaspiro[3.5]non-2-yl)methanone